methyl-octane diisocyanate [N-]=C=O.[N-]=C=O.CCCCCCCCC